NC1=CC(=CC(=N1)C(=O)N1CC2=CC=CC=C2CC1)NC1=C(C=CC=C1)O (6-Amino-4-((2-hydroxyphenyl)amino)pyridin-2-yl)(3,4-dihydroisoquinolin-2(1H)-yl)methanone